O=C1C(O)=C([O-])[C@H](O1)[C@@H](O)CO anti-ascorbate